O1C(OCC1)CCN1C2=NC(=NC(=C2N=C1)N1CCOCC1)C1=CC=C(C=C1)NC(=O)NC1=CC=C(C=C1)CBr 1-(4-(9-(2-(1,3-dioxolan-2-yl)ethyl)-6-morpholinyl-9H-purin-2-yl)phenyl)-3-(4-(bromomethyl)phenyl)urea